C(C(=O)O)(=O)O.C(C)OC(=O)[C@@H]1NC[C@@H](CC1)NCC1=CC=CC=C1 (2r,5r)-5-(benzylamino)-piperidine-2-carboxylic acid ethyl ester oxalate